bishexane phosphate P(=O)(O)(O)O.CCCCCC.CCCCCC